ClC=1N=C2N3C=4C=CC=CC4SC3=C(C(C2=CN1)=O)C(=O)OCC ethyl 4-chloro-8-oxo-11-thia-1,3,5-triazatetracyclo-[8.7.0.02,7.012,17]heptadeca-2,4,6,9,12(17),13,15-heptaene-9-carboxylate